[N+](=O)([O-])C1=CC=C(C=2C1=NON2)NCCOCCOCCNC(=O)C(CC)(CC)C=2C(=NC=CC2)C(=O)N (3-((2-(2-(2-((7-nitrobenzo[c][1,2,5]oxadiazol-4-yl)amino)ethoxy)ethoxy)ethyl)carbamoyl)pentan-3-yl)picolinamide